NC[C@H](CC1=C(C=C(C=C1C)C(N)=O)C)NC(OCCCC)=O butyl (S)-(1-amino-3-(4-carbamoyl-2,6-dimethylphenyl)propan-2-yl)carbamate